(3-fluoro-6-(methylamino)pyridin-2-yl)methylcarbamic acid tert-butyl ester C(C)(C)(C)OC(NCC1=NC(=CC=C1F)NC)=O